FC1(CC(C1)C(=O)NC=1SC2=C(C1C(=O)OCC)C[C@H](CC2)NC(NC=2N(N=C(C2)OC(F)F)C)=S)F ethyl (5S)-2-[(3,3-difluorocyclobutanecarbonyl)amino]-5-[[5-(difluoromethoxy)-2-methyl-pyrazol-3-yl]carbamothioylamino]-4,5,6,7-tetrahydrobenzothiophene-3-carboxylate